(R)-5-(2-methylpiperazine-1-carbonyl)pyridin-2(1H)-one C[C@H]1N(CCNC1)C(=O)C=1C=CC(NC1)=O